N1(CCCCC1)C(=O)C=1C=NN2C1C=CC=C2C=2C=C(C(=O)NC=1C=NC=CC1)C=CC2 3-(3-(piperidine-1-carbonyl)pyrazolo[1,5-a]pyridin-7-yl)-N-(pyridin-3-yl)benzamide